N-((6-chloropyridin-3-yl)methyl)-4-(5-(3,5-dichloro-4-fluorophenyl)-5-(trifluoromethyl)-4,5-dihydroisoxazol-3-yl)-N-isopropyl-2-methylbenzamide ClC1=CC=C(C=N1)CN(C(C1=C(C=C(C=C1)C1=NOC(C1)(C(F)(F)F)C1=CC(=C(C(=C1)Cl)F)Cl)C)=O)C(C)C